C(C=C)N1C(CC2(CC1C=1N=NN(C1)C)OC(C1=CC(=CC=C12)Cl)C(=O)N)C allyl-6-chloro-2'-methyl-6'-(1-methyltriazol-4-yl)spiro[1H-isobenzofuran-3,4'-piperidine]-1-carboxamide